FC(C=1C=CC=2N(C1)C(=CN2)C2=CC=CC(=N2)NC2CC1(CNC1)CC2)F N-(6-(6-(difluoromethyl)imidazo[1,2-a]pyridin-3-yl)pyridin-2-yl)-2-azaspiro[3.4]octan-6-amine